p-hydroxybenzoic acid n-propyl ester sodium salt [Na].C(CC)OC(C1=CC=C(C=C1)O)=O